C(C)OC(=O)C=1N=C(SC1)N1CCC2=C1N=NC(=C2C)Cl 2-{3-chloro-4-methyl-5H,6H,7H-pyrrolo[2,3-c]pyridazin-7-yl}-1,3-thiazole-4-carboxylic acid ethyl ester